C(C)(C)(C)OC(=O)N1N=CC=2C1=CN=C(C2)Br 5-bromo-1H-pyrazolo[3,4-c]pyridine-1-carboxylic acid tert-butyl ester